6-cyclopropyl-2-(1H-imidazol-1-yl)-pyrimidine-4-carboxylic acid C1(CC1)C1=CC(=NC(=N1)N1C=NC=C1)C(=O)O